N1C=NC2=C1C=CC(=C2)N2C(NCC2C2=CC(=CC=C2)Cl)=O 1-(1H-benzo[d]imidazol-5-yl)-5-(3-chlorophenyl)imidazolidin-2-one